N-(4-phenylaminophenyl)-methacrylamide C1(=CC=CC=C1)NC1=CC=C(C=C1)NC(C(=C)C)=O